3-methylbutyldimethylamine CC(CCN(C)C)C